5-methyltetrazole CC1=NN=NN1